4-cyclopropyl-6-methoxy-5-[8-({4-[1-methyl-4-(trifluoromethyl)imidazol-2-yl]phenyl}methyl)-6h,7h-pyrimido[5,4-b][1,4]oxazin-2-yl]pyrimidine C1(CC1)C1=NC=NC(=C1C=1N=CC=2OCCN(C2N1)CC1=CC=C(C=C1)C=1N(C=C(N1)C(F)(F)F)C)OC